NCC=1C=CC(=C(C(=O)N[C@H](C)C2=CC(=NC3=CC=CC=C23)N2C=NN=C2)C1)C 5-(aminomethyl)-2-methyl-N-[(1R)-1-[2-(4H-1,2,4-triazol-4-yl)quinolin-4-yl]ethyl]benzamide